Cl.FC(CN1CC[C@@H]2N(C([C@H](C1)NC([C@H](C)NC)=O)=O)[C@@H](CC2)C(=O)NCC2=CC=C(C=C2)F)(C)F (5S,8S,10aR)-3-(2,2-difluoropropyl)-N-(4-fluorobenzyl)-5-((S)-2-(methylamino)propanamido)-6-oxodecahydropyrrolo[1,2-a][1,5]diazocine-8-carboxamide hydrochloride